C(C)OCCN(CC[C@@H](C(=O)O)NC1=NC=NC2=CC=CC=C12)CCCCC1=NC=2NCCCC2C=C1 (S)-4-((2-ethoxyethyl)(4-(5,6,7,8-tetrahydro-1,8-naphthyridin-2-yl)butyl)amino)-2-(quinazolin-4-ylamino)butanoic acid